CC1=CC=C(C=C1)S(=O)(=O)C([N+]#[C-])C1=C(C=C(C=C1)C)C (2,4-DIMETHYLPHENYL)(ISOCYANO)METHYL 4-METHYLPHENYL SULFONE